OCCCCC[Si](OC)(OC)OC 3-(2-hydroxyethyl)propyl-trimethoxysilane